tert-butyl (4-(2-cyanoacetyl)-2-methoxypyridin-3-yl)carbamate C(#N)CC(=O)C1=C(C(=NC=C1)OC)NC(OC(C)(C)C)=O